(5s,7s)-2-tert-butylsulfonyl-7-fluoro-5-phenyl-6,7-dihydro-5H-pyrrolo[1,2-b][1,2,4]triazole C(C)(C)(C)S(=O)(=O)C=1N=C2N(N1)[C@@H](C[C@@H]2F)C2=CC=CC=C2